palladium(II) ethane CC.[Pd+2]